CN1N=C(C=C1S(=O)(=O)N1CCC2(CC(C2)N2C3COC(C2)C3)CC1)C(F)(F)F 5-(7-((1-methyl-3-(trifluoromethyl)-1H-pyrazol-5-yl)sulfonyl)-7-azaspiro[3.5]non-2-yl)-2-oxa-5-azabicyclo[2.2.1]heptane